CN1CCN(CC1)C1=NC=CC(=N1)C(=O)N[C@H](C)C1=CC=CC2=CC=CC=C12 2-(4-methylpiperazin-1-yl)-N-[(1R)-1-(1-naphthyl)ethyl]pyrimidine-4-carboxamide